(±)-(trans)-N-[8-chloro-6-(4-methyl-2-oxo-oxazol-3-yl)-3-isoquinolinyl]-2-cyano-cyclopropanecarboxamide ClC=1C=C(C=C2C=C(N=CC12)NC(=O)[C@H]1[C@@H](C1)C#N)N1C(OC=C1C)=O |r|